N-[2-(2-aminoethoxy)ethyl]-2-[(9S)-7-(4-chlorophenyl)-4,5,13-trimethyl-3-thia-1,8,11,12-tetraazatricyclo[8.3.0.02,6]trideca-2(6),4,7,10,12-pentaen-9-yl]acetamide hydrochloride Cl.NCCOCCNC(C[C@@H]1N=C(C=2C(=C(SC2N2C(=NN=C12)C)C)C)C1=CC=C(C=C1)Cl)=O